CN(C1=CC(=C2CN(C(C2=C1)=O)C1=CC(=CC=C1)[C@@H](CC1=NN=CN1C)C)C(F)(F)F)[C@@H]1CNCC1 6-(methyl((S)-pyrrolidin-3-yl)amino)-2-(3-((R)-1-(4-methyl-4H-1,2,4-triazol-3-yl)propan-2-yl)phenyl)-4-(trifluoromethyl)isoindolin-1-one